(1S,2S)-N-(5-(5-chloro-6-fluoro-7-methyl-1H-indazol-4-yl)pyrazolo[1,5-a]pyridin-2-yl)-2-fluorocyclopropane-1-carboxamide ClC=1C(=C2C=NNC2=C(C1F)C)C1=CC=2N(C=C1)N=C(C2)NC(=O)[C@H]2[C@H](C2)F